BrC=1C(=NC=C(C1)Cl)OC1CCC1 3-Bromo-5-chloro-2-cyclobutoxypyridine